4-METHYLPHENYL PHENYLACETATE C1(=CC=CC=C1)CC(=O)OC1=CC=C(C=C1)C